(5Z,8Z,11Z,14Z)-2-((4,5-dihydroxy-2-iodophenethyl)-amino)-2-oxoethyl icosa-5,8,11,14-tetraenoate C(CCC\C=C/C\C=C/C\C=C/C\C=C/CCCCC)(=O)OCC(=O)NCCC1=C(C=C(C(=C1)O)O)I